N-allyl-4-(N,N-dipropylaminosulfonyl)benzamide C(C=C)NC(C1=CC=C(C=C1)S(=O)(=O)N(CCC)CCC)=O